Dimethyl-Ammonium bromide [Br-].C[NH2+]C